1-(tosyloxy)-3,6,9,12,15-pentaoxaoctadecan-18-oic acid S(=O)(=O)(C1=CC=C(C)C=C1)OCCOCCOCCOCCOCCOCCC(=O)O